(3-aminoazetidin-1-yl)(4-(3,5-bis(trifluoromethyl)phenyl)-1-(4-(3,4-dichlorophenyl)-5-(isopropylthio)thiazol-2-yl)-3-methyl-1H-pyrazol-5-yl)methanone NC1CN(C1)C(=O)C1=C(C(=NN1C=1SC(=C(N1)C1=CC(=C(C=C1)Cl)Cl)SC(C)C)C)C1=CC(=CC(=C1)C(F)(F)F)C(F)(F)F